FC(C1=CC2=C(N=C(N=C2)SC)N(C1=O)C1CCCC12CC2)F 6-(difluoromethyl)-2-methylsulfanyl-8-spiro[2.4]heptan-7-yl-pyrido[2,3-d]pyrimidin-7-one